C(C1=CC=CC=C1)N1CCN(CC1)C1=C(C=O)C=CC=C1 2-(4-benzylpiperazin-1-yl)benzaldehyde